C12(CC(C1)C2)C=2C=CC(=NC2)C=2C=C(C=CC2)N(C2=NC=1N(C3=CC(=CC=C23)Cl)C=NN1)C N-(3-(5-(bicyclo[1.1.1]pentan-1-yl)pyridin-2-yl)phenyl)-8-chloro-N-methyl-[1,2,4]triazolo[4,3-a]quinazolin-5-amine